N-(3-carbamoylphenyl)-2-(N-methyl-N-phenylsulfamoyl)benzamide C(N)(=O)C=1C=C(C=CC1)NC(C1=C(C=CC=C1)S(N(C1=CC=CC=C1)C)(=O)=O)=O